Methyl 3-((N-benzylbenzo[b]thiophen-3-sulfonamido)ethynyl)-2-(1H-pyrrol-1-yl)benzoate C(C1=CC=CC=C1)N(S(=O)(=O)C=1C2=C(SC1)C=CC=C2)C#CC=2C(=C(C(=O)OC)C=CC2)N2C=CC=C2